CCCCCCCCCCCCCCC(=O)O[C@H](COC(=O)CCCCCCC/C=C\C/C=C\CCCCC)COP(=O)([O-])OCC[N+](C)(C)C 1-(9Z,12Z-octadecadienoyl)-2-pentadecanoyl-glycero-3-phosphocholine